7-Chloro-10-(3-(4-chloro-3,5-dimethylphenoxy)propyl)-6-(4,6-dimethylpyrimidin-5-yl)-4-methyl-1-oxo-3,4-dihydropyrazino[1,2-a]indol ClC=1C=CC=2C(=C3N(C2C1C=1C(=NC=NC1C)C)C(CNC3=O)C)CCCOC3=CC(=C(C(=C3)C)Cl)C